4,4'-dithiopyridine C1=CN=CC=C1SSC2=CC=NC=C2